OCC(CO)(C)NC(CN1SC2=C(C1=O)C=CC=C2)=O N-(1,3-dihydroxy-2-methylpropan-2-yl)-2-(benzisothiazolin-3-one-2-yl)acetamide